CSC1=CC=C(C=C1)C1=NC(=NO1)C1=CC=C(C(=O)O)C=C1 4-{5-[4-(methylsulfanyl)phenyl]-1,2,4-oxadiazol-3-yl}benzoic acid